C(C=C)C(C(=O)O)(C)C1CCCCC1.NC=1C=C(C(=O)NC2=CC=C(C=C2)OC(F)(F)Cl)C=C(C1N[C@@H]1CNC(C1)=O)Br (S)-3-amino-5-bromo-N-(4-(chlorodifluoromethoxy)phenyl)-4-((5-oxopyrrolidin-3-yl)amino)Benzamide ALLYLCYCLOHEXYL-PROPIONATE